oxy dibenzoate C(C1=CC=CC=C1)(=O)OOOC(C1=CC=CC=C1)=O